4-amino-N,1,7-trimethyl-N-((4S)-7-(trifluoromethyl)-3,4-dihydro-1H-2-benzopyran-4-yl)-1H-pyrazolo[4,3-c][1,8]naphthyridine-8-carboxamide NC1=NC=2N=C(C(=CC2C2=C1C=NN2C)C(=O)N([C@@H]2COCC1=C2C=CC(=C1)C(F)(F)F)C)C